(1R,3S)-3-((4-([1,1'-biphenyl]-3-yl)-5-fluoropyrimidin-2-yl)amino)cyclohexane-1-carboxamide C1(=CC(=CC=C1)C1=NC(=NC=C1F)N[C@@H]1C[C@@H](CCC1)C(=O)N)C1=CC=CC=C1